O\N=C(/N)\[C@H]1CN(CC1)C(=O)OC(C)(C)C tert-butyl (R,Z)-3-(N'-hydroxycarbamimidoyl)pyrrolidine-1-carboxylate